3-(2-acetoxy-2,2-diphenylacetoxy)spiro[bicyclo[3.2.1]octane-8,1'-pyrrolidin]-8-ium acetate C(C)(=O)[O-].C(C)(=O)OC(C(=O)OC1CC2CCC(C1)[N+]21CCCC1)(C1=CC=CC=C1)C1=CC=CC=C1